4-(2-amino-1-{[3-(1H-pyrazol-4-yl)-1H-indol-7-yl]carbamoyl}ethyl)benzoic acid NCC(C(NC=1C=CC=C2C(=CNC12)C=1C=NNC1)=O)C1=CC=C(C(=O)O)C=C1